[3-[5,7-difluoro-2-(4-fluorophenyl)-1H-indol-3-yl]-1-methyl-cyclobutyl]-methanamine FC=1C=C2C(=C(NC2=C(C1)F)C1=CC=C(C=C1)F)C1CC(C1)(C)CN